7-(1-(2-(2,6-dioxopiperidin-3-yl)-1,3-dioxoisoindolin-4-yl)piperidine-4-carboxamido)-2-(4-phenoxyphenyl)-9,10-dihydro-4H-benzo[d]pyrazolo[1,5-a][1,3]diazepine-3-carboxamide O=C1NC(CCC1N1C(C2=CC=CC(=C2C1=O)N1CCC(CC1)C(=O)NC1=CC2=C(NC=3N(CC2)N=C(C3C(=O)N)C3=CC=C(C=C3)OC3=CC=CC=C3)C=C1)=O)=O